CN(C1CN(CC1)C(=O)C=1C=C2C(=NNC2=CC1)C#CC1=C(C=CC=C1)C=1C=NC=CC1)C (3-(dimethylamino)pyrrolidin-1-yl)(3-((2-(pyridin-3-yl)phenyl)ethynyl)-1H-indazol-5-yl)methanone